Isopropyl (1S,3S)-3-((2-(5-(((4-isopropyl-1,3,5-triazin-2-yl)amino)methyl)-1-methyl-1H-pyrazol-4-yl)-4-methylpyrimidin-5-yl)oxy)cyclohexane-1-carboxylate C(C)(C)C1=NC(=NC=N1)NCC1=C(C=NN1C)C1=NC=C(C(=N1)C)O[C@@H]1C[C@H](CCC1)C(=O)OC(C)C